C(CCCCCCCCCCCCCCCCC)(=O)O.C(CCCCCCCCCCCCCCCCC)(=O)O.C(CCCCCCCCCCCCCCCCC)(=O)O.C(CCCCCCCCCCCCCCCCC)(=O)O.OC[C@H](O)[C@@H](O)[C@H](O)[C@H](O)CO Sorbitol tetrastearate